tert-butyl (2S,4S)-2-(2-((tert-butyldimethylsilyl)oxy)ethyl)-4-((2,6-dichloro-8-fluoro-3-formyl-7-(3-methyl-2-(trifluoromethyl)phenyl)quinolin-4-yl)amino)piperidine-1-carboxylate [Si](C)(C)(C(C)(C)C)OCC[C@H]1N(CC[C@@H](C1)NC1=C(C(=NC2=C(C(=C(C=C12)Cl)C1=C(C(=CC=C1)C)C(F)(F)F)F)Cl)C=O)C(=O)OC(C)(C)C